CN(C(C=C)=O)C(C)C N-methyl-N-iso-propylacrylamide